Methyl 3-((3-((tert-butoxycarbonyl)amino)benzyl)amino)-2-fluoro-6-methylbenzoate tert-Butyl-(3-formylphenyl)carbamate C(C)(C)(C)N(C(O)=O)C1=CC(=CC=C1)C=O.C(C)(C)(C)OC(=O)NC=1C=C(CNC=2C(=C(C(=O)OC)C(=CC2)C)F)C=CC1